F[C@H]1[C@]2(CC[C@@](C[C@@H]1OC=1N=NC(=CN1)C=1C=C3C=CN=CC3=CC1O)(N2)C)C 6-(3-(((1R,2S,3S,5S)-2-fluoro-1,5-dimethyl-8-azabicyclo[3.2.1]octan-3-yl)oxy)-1,2,4-triazin-6-yl)isoquinolin-7-ol